N-(bis(3-(tripropylsilyl)phenyl)phosphaneyl)-N-cyclohexyl-1,1-bis(4-(tributylsilyl)phenyl)phosphanamine C(CC)[Si](C=1C=C(C=CC1)P(N(P(C1=CC=C(C=C1)[Si](CCCC)(CCCC)CCCC)C1=CC=C(C=C1)[Si](CCCC)(CCCC)CCCC)C1CCCCC1)C1=CC(=CC=C1)[Si](CCC)(CCC)CCC)(CCC)CCC